2-Methoxymethyl-5-(2'-methoxy-4'-methyl-3,4,5,6-tetrahydro-2H-[1,3']bipyridinyl-4-yl)-7-(2-trifluoromethyl-benzyl)-2,4,5,7-tetrahydro-pyrazolo[3,4-d]pyrimidin-6-on COCN1N=C2N(C(N(CC2=C1)C1CCN(CC1)C=1C(=NC=CC1C)OC)=O)CC1=C(C=CC=C1)C(F)(F)F